C1(=CC=C(C=C1)C=1OC(=NN1)C1=CC=C(C=C1)C(C)(C)C)C1=CC=CC=C1 2-biphenyl-4-yl-5-(4-t-butylphenyl)-1,3,4-oxadiazole